BrC1=CC=C(C=C1)C1CCN(CC1)C1=CC(=C(C#N)C=C1)C(F)(F)F 4-(4-(4-bromophenyl)piperidin-1-yl)-2-(trifluoromethyl)benzonitrile